CC(C)(C)[O-].[Sn+4].OC(COC(C(=C)C)=O)COC1=CC=CC=C1.NCCNC(\C=C\C=1SC=C(C1)Cl)=O.CC(C)(C)[O-].CC(C)(C)[O-].CC(C)(C)[O-] (E)-N-(2-aminoethyl)-3-(4-chlorothiophene-2-yl)acrylamide 2-hydroxy-3-phenoxypropyl-2-methylpropenoate Tin t-butoxide